FC(OC1=C(C=C(C=C1)CNC1CCN(CC1)CCC1=CC=NC2=CC=C(N=C12)OC)O)F 2-(difluoromethoxy)-5-((1-(2-(6-methoxy-1,5-naphthyridin-4-yl)ethyl)piperidin-4-ylamino)methyl)phenol